diisobutyl pentylidenemalonate C(CCCC)=C(C(=O)OCC(C)C)C(=O)OCC(C)C